CB1OC([C@@H]2N1CCC2)(C2=CC=CC=C2)C2=CC=CC=C2 (3AR)-1-methyl-3,3-diphenyl-3a,4,5,6-tetrahydropyrrolo[1,2-c][1,3,2]oxazaborole